7-(8-amino-7-fluoro-3-((7-oxo-5,6,7,8-tetrahydro-4H-pyrazolo[1,5-d][1,4]diazepin-2-yl)amino)isoquinolin-6-yl)-3,8-dimethyl-2,3-dihydropyrido[3,2-d]pyrimidin-4(1H)-one NC=1C(=C(C=C2C=C(N=CC12)NC1=NN2CC(NCCC2=C1)=O)C1=C(C=2NCN(C(C2N=C1)=O)C)C)F